N-(3,4,6-tris(benzyloxy)-1,5-dihydroxyhexan-2-yl)acetamide C(C1=CC=CC=C1)OC(C(CO)NC(C)=O)C(C(COCC1=CC=CC=C1)O)OCC1=CC=CC=C1